2-((1r,2s)-1-(2-cyano-5-fluorophenyl)-1-(5,6-dimethylpyrazin-2-yl)propan-2-yl)-5-hydroxy-N-(isoxazol-4-yl)-1-methyl-6-oxo-1,6-dihydropyrimidine-4-carboxamide C(#N)C1=C(C=C(C=C1)F)[C@@H]([C@H](C)C=1N(C(C(=C(N1)C(=O)NC=1C=NOC1)O)=O)C)C1=NC(=C(N=C1)C)C